N1=CC=C(C=C1)C1=CC=C(C=C1)C1=NNC(=C1O)C 3-(4-(pyridin-4-yl)phenyl)-5-methyl-pyrazol-4-ol